1-[6-(2-furyl)-4-(1-{[6-(methoxymethyl)-2-pyridinyl]methyl}-1H-1,2,3-triazol-4-yl)-2-pyrimidinylamino]-2-phenoxy-1-ethanone O1C(=CC=C1)C1=CC(=NC(=N1)NC(COC1=CC=CC=C1)=O)C=1N=NN(C1)CC1=NC(=CC=C1)COC